FC1=CC=C(C=C1)C1=NN(C(=C1C)NC(C[C@@H]1C(C(C1)(F)F)(F)F)=O)C (S)-N-(3-(4-fluorophenyl)-1,4-dimethyl-1H-pyrazol-5-yl)-2-(2,2,3,3-tetrafluorocyclobutyl)acetamide